4-(furan-2-yl)-2-phenyl-5-(phenylamino)-4H-imidazol-4-ol O1C(=CC=C1)C1(N=C(N=C1NC1=CC=CC=C1)C1=CC=CC=C1)O